C(C)(C)(C)OC1=CC=C(OC2=CC=CC(=N2)S(=O)(=O)NC(=O)C=2C(=NC=CC2)N2C(CC(C2)C)(C)C)C=C1 N-[[6-(4-tert-Butoxyphenoxy)-2-pyridyl]sulfonyl]-2-(2,2,4-trimethylpyrrolidin-1-yl)pyridin-3-carboxamid